NC1=C2C(C3(C(OC4=C3C=CC(=C4)C(=C)C4CC4)(C2=CC=C1)O)NC(OCCCC)=O)=O butyl (1-amino-7-(1-cyclopropylvinyl)-4b-hydroxy-10-oxo-4b,10-dihydro-9bH-indeno[1,2-b]benzofuran-9b-yl)carbamate